FC1=C(C=C(C=C1)OC(C)C)B(O)O (2-fluoro-5-propan-2-yloxyphenyl)boronic acid